2-chloro-5,6,7,8-tetrahydroquinolin-8-ol ClC1=NC=2C(CCCC2C=C1)O